2-(2,2,2-trifluoroethoxy)nicotinic acid FC(COC1=C(C(=O)O)C=CC=N1)(F)F